(R)-N-(4-(2-(4-chlorophenyl)but-3-yn-2-yl)thiazol-2-yl)-3-(hydroxymethyl)-azetidine-1-carboxamide ClC1=CC=C(C=C1)[C@@](C)(C#C)C=1N=C(SC1)NC(=O)N1CC(C1)CO